C(C)(=O)C1=C(C2=C(N=C(N=C2)NC2=CC=C(C=N2)N2CCN(CC2)CCOC2=CC=C(C=O)C=C2)N(C1=O)C1CCCC1)C 4-(2-(4-(6-((6-acetyl-8-cyclopentyl-5-methyl-7-oxo-7,8-dihydropyrido[2,3-d]pyrimidin-2-yl)amino)pyridin-3-yl)piperazin-1-yl)ethoxy)benzaldehyde